FCS(=O)(=O)NC1=CC(=C(C(=O)NC2=NC(=CC=C2)N2C[C@H](OCC2)C)C=C1)N1CCC2(CC2)CC1 (R)-4-((Fluoromethyl)sulfonamido)-N-(6-(2-methylmorpholino)pyridin-2-yl)-2-(6-azaspiro[2.5]octan-6-yl)benzamide